CC=1C(NC=CC1B1OC(C(O1)(C)C)(C)C)=O 3-methyl-4-(4,4,5,5-tetramethyl-1,3,2-dioxaborolan-2-yl)-1H-pyridin-2-one